N-((5-(2-((2-(difluoromethyl)-6-methoxypyrido[2,3-d]pyrimidin-4-yl)thio)acetyl)thiophen-2-yl)methyl)-2-hydroxyacetamide FC(C=1N=C(C2=C(N1)N=CC(=C2)OC)SCC(=O)C2=CC=C(S2)CNC(CO)=O)F